(R)-N-(1-(3-(difluoromethyl)-2-fluorophenyl)ethyl)-6-(3,6-dihydro-2H-thiopyran-4-yl)-2-methyl-[1,2,4]triazolo[4',3':1,6]pyrido[2,3-d]pyrimidin-4-amine FC(C=1C(=C(C=CC1)[C@@H](C)NC=1C2=C(N=C(N1)C)N1C(C(=C2)C=2CCSCC2)=NN=C1)F)F